The molecule is a dicarboxylic acid monoanion that is the conjugate base of 2-(2-carboxyethyl)-4-methyl-5-propylfuran-3-carboxylic acid. It has a role as a human metabolite. It is a conjugate base of a 2-(2-carboxyethyl)-4-methyl-5-propylfuran-3-carboxylic acid. CCCC1=C(C(=C(O1)CCC(=O)[O-])C(=O)O)C